N1(CCC(CC1)N1C=C(C2=C1N=CN=C2N)C2=CC(=C(C=C2)OC2=CC=CC=C2)OC)C2CCNCC2 7-([1,4'-bipiperidin]-4-yl)-5-(3-methoxy-4-phenoxyphenyl)-7H-pyrrolo[2,3-d]pyrimidin-4-amine